2-[1-(3-methylbenzimidazol-5-yl)-2-oxo-cyclohexyl]acetonitrile CN1C=NC2=C1C=C(C=C2)C2(C(CCCC2)=O)CC#N